1,5,9-triaminotriphenylene NC1=CC=CC=2C3=C(C=CC=C3C3=C(C=CC=C3C12)N)N